cis-3-((5-(2,3-dimethyl-3H-imidazo[4,5-b]pyridin-5-yl)pyrrolo[2,1-f][1,2,4]triazin-2-yl)amino)-1-methylcyclobutan-1-ol CC1=NC=2C(=NC(=CC2)C=2C=CN3N=C(N=CC32)NC3CC(C3)(O)C)N1C